2-pyrrolidinyl-N,N-bis(2-hydroxypropyl)ethylamine N1(CCCC1)CCN(CC(C)O)CC(C)O